9-(1-((6-chloro-2-(1-cyclopropyl-1H-pyrazol-4-yl)pyridin-3-yl)amino)ethyl-1-d)-7-methyl-N,N,4-tris(methyl-d3)-5-oxo-4,5-dihydroimidazo[1,5-a]quinazoline-3-carboxamide ClC1=CC=C(C(=N1)C=1C=NN(C1)C1CC1)NC(C)([2H])C=1C=C(C=C2C(N(C=3N(C12)C=NC3C(=O)N(C([2H])([2H])[2H])C([2H])([2H])[2H])C([2H])([2H])[2H])=O)C